C(C)(C)(C)OC(=O)NC(C(=O)O)COC 2-(tert-butoxycarbonylamino)-3-methoxy-propanoic acid